C(CC(C(=O)[O-])S)C(C(=O)[O-])S ethylenebis(thioglycolate)